CN1N=C(C2=CC=CC(=C12)OCC(N1CCN(CC1)S(=O)(=O)C1=CC=C2CC(NC2=C1)=O)=O)C1C(NC(CC1)=O)=O 3-(1-Methyl-7-(2-oxo-2-(4-((2-oxoindolin-6-yl)sulfonyl)piperazin-1-yl)ethoxy)-1H-indazol-3-yl)piperidine-2,6-dione